3-(2-chloro-5-fluoropyrimidin-4-yl)-N-(4-fluorobenzyl)imidazo[1,2-a]Pyridin-6-amine ClC1=NC=C(C(=N1)C1=CN=C2N1C=C(C=C2)NCC2=CC=C(C=C2)F)F